methyl-bisdodecyl-[3-(dimethoxysilyl)propyl]ammonium chloride [Cl-].C[N+](CCC[SiH](OC)OC)(CCCCCCCCCCCC)CCCCCCCCCCCC